C1(=CC=CC2=CC=CC=C12)C1(CC1)N1C(=CC2=CC=C(C=C12)C(=O)N)C(=O)N (1-(naphthalen-1-yl)cyclopropyl)-1H-indole-2,6-dicarboxamide